C(C)N1C(CC[C@@]2(C3C(CC=C12)C1CC[C@@H]([C@]1(C[C@]3([2H])O)C)C(C)([2H])O)C)=O (4aR,5S,6aS,7S)-1-ethyl-5-hydroxy-7-(1-hydroxyethyl-1-d)-4a,6a-dimethyl-1,3,4,4a,4b,5,6,6a,7,8,9,9a,9b,10-tetradecahydro-2H-indeno[5,4-f]quinolin-2-one-5-d